C(C1=CC=CC=C1)(=O)NC(N)=S N'-benzoyl-thiourea